N(=[N+]=[N-])C(C(=O)O)C[C@@H](C(=O)O)NC(=O)C1=CC=C(NCC2=CN=C3N=C(N)NC(=O)C3=N2)C=C1 azido-folic acid